bis(2,6-di-t-butylphenyl)carbodiimide C(C)(C)(C)C1=C(C(=CC=C1)C(C)(C)C)N=C=NC1=C(C=CC=C1C(C)(C)C)C(C)(C)C